Fmoc-isoleucine C(=O)(OCC1C2=CC=CC=C2C2=CC=CC=C12)N[C@@H]([C@@H](C)CC)C(=O)O